C(CCCCCCCC)OC1=CC=C2NC=C(CCN)C2=C1 5-nonyloxytryptamine